8-methoxy-9-(1-methylpyrazol-3-yl)-1-(2-thienyl)-5,6-dihydropyrrolo[2,1-a]isoquinoline-3-carboxylic acid COC=1C=C2CCN3C(C2=CC1C1=NN(C=C1)C)=C(C=C3C(=O)O)C=3SC=CC3